4-chloro-N-(2,4-dimethyl-1-phenylpentan-2-yl)-6,7-dihydro-5H-cyclopenta[b]pyridine-3-carboxamide ClC1=C2C(=NC=C1C(=O)NC(CC1=CC=CC=C1)(CC(C)C)C)CCC2